[N-]=C=S.FC#C Fluoroethyne Isothiocyanate